C(N)(=O)C1(CC2=CC=C(C=C2C1)NC([C@H](C1CCCCC1)NC(=O)C1=CC=NN1C)=O)N1C(NC(C1)C)=O N-((1S)-2-((2-carbamoyl-2-(4-methyl-2-oxoimidazolidin-1-yl)-2,3-dihydro-1H-inden-5-yl)amino)-1-cyclohexyl-2-oxoethyl)-1-methyl-1H-pyrazole-5-carboxamide